[OH-].COC1=C(C=C(C(=C1)[N+](=O)[O-])S(=O)(=O)O)N1[NH2+]C(=NN1C1=C(C=C(C(=C1)S(=O)(=O)O)[N+](=O)[O-])OC)C(=O)NC1=CC=CC=C1 2,3-Bis(2-methoxy-4-nitro-5-sulfophenyl)-5-[(phenylamino)carbonyl]-2H-tetrazolium hydroxid